ClC1=CC=C(C=C1)C1=N[C@H](C=2N(C3=C1C(=C(S3)C)C)C(=NN2)C)[C@H](C(=O)OC)CC Methyl (R)-2-((S)-4-(4-chlorophenyl)-2,3,9-trimethyl-6H-thieno[3,2-f][1,2,4]triazolo[4,3-a][1,4]diazepin-6-yl)butanoate